ClC=1C=C(C=NC1)CNC1=NC(=NC2=CC=C(C=C12)C=1C(=NOC1C)C)N1CCC(CC1)(C#N)C (4-(((5-Chloropyridin-3-yl)methyl)amino)-6-(3,5-dimethylisoxazol-4-yl)Quinazolin-2-yl)-4-methylpiperidine-4-carbonitrile